C(C1=CC=CC=C1)OC(CCO[Si](C)(C)C(C)(C)C)C (3-benzyloxybutyloxy)-tert-butyl-dimethyl-silane